2-{4-[(9R)-9-hydroxy-2-(3-hydroxy-3-methylbutyloxy)-9-(trifluoromethyl)-9H-fluoren-4-yl]-1H-pyrazol-1-yl}-2-methylpropanoic acid O[C@@]1(C2=CC=CC=C2C=2C(=CC(=CC12)OCCC(C)(C)O)C=1C=NN(C1)C(C(=O)O)(C)C)C(F)(F)F